FC(C1=CC=C2C(=CC=NC2=C1)NC=1C(=NC(=CC1)C=1C=NNC1)OC)F 7-(difluoro-methyl)-N-(2-methoxy-6-(1H-pyrazol-4-yl)-pyridin-3-yl)-quinolin-4-amine